[2-(3-amino-1-piperidinyl)-4-(4-fluorophenyl)cyclopentyl]pyrrole-3-carbonitrile NC1CN(CCC1)C1C(CC(C1)C1=CC=C(C=C1)F)C=1NC=CC1C#N